dimethyl-2-hydroxyethyl-2,3-ditetradecyloxypropylammonium C[N+](CC(COCCCCCCCCCCCCCC)OCCCCCCCCCCCCCC)(CCO)C